(R)-1-(3-(2-(1H-imidazol-2-yl)imidazo[4,5-d]pyrrolo[2,3-b]pyridin-1(6H)-yl)pyrrolidine-1-yl)prop-2-en-1-one N1C(=NC=C1)C1=NC=2C(=C3C(=NC2)NC=C3)N1[C@H]1CN(CC1)C(C=C)=O